NCC1=CC=C(C=C1)C(C)NC(C)CC N-(1-(4-(Aminomethyl)phenyl)ethyl)-butan-2-amin